5-(2,4-difluorophenyl)-4-methoxy-1-((6-methylpyridin-2-yl)sulfonyl)-1H-pyrrolecarbaldehyde FC1=C(C=CC(=C1)F)C1=C(C=C(N1S(=O)(=O)C1=NC(=CC=C1)C)C=O)OC